(9,9-dimethyl-9H-fluoren-2-yl)pyrimidine CC1(C2=CC=CC=C2C=2C=CC(=CC12)C1=NC=CC=N1)C